NC1=CC=C(C(=C1C(=O)C1=C(C=CC=C1F)F)Br)Cl (6-amino-2-bromo-3-chlorophenyl)-(2,6-difluorophenyl)methanone